{(S)-14-[(E)-3-(5-Chloro-2-tetrazol-1-yl-phenyl)-acryloylamino]-17-cyano-8,16,18-triaza-tricyclo[13.2.1.02,7]octadeca-1(17),2,4,6,15(18)-pentaen-5-yl}-carbamic Acid methyl ester COC(NC1=CC=C2C3=C(NC([C@H](CCCCCNC2=C1)NC(\C=C\C1=C(C=CC(=C1)Cl)N1N=NN=C1)=O)=N3)C#N)=O